3-ethylpyrrolidine-2,5-dione C(C)C1C(NC(C1)=O)=O